(1S,3S)-3-((2-cyclopropyl-6-(1-methyl-5-(((methyl(oxetan-3-ylmethyl)carbamoyl)oxy)methyl)-1H-1,2,3-triazol-4-yl)pyridin-3-yl)oxy)cyclohexane-1-carboxylic acid methyl ester COC(=O)[C@@H]1C[C@H](CCC1)OC=1C(=NC(=CC1)C=1N=NN(C1COC(N(CC1COC1)C)=O)C)C1CC1